2-decanamido-3-((2-methacryloyloxyethyl)amino)-3-oxopropane-1-sulfonic acid sodium salt [Na+].C(CCCCCCCCC)(=O)NC(CS(=O)(=O)[O-])C(=O)NCCOC(C(=C)C)=O